vinyl-propanesultone C(=C)C1CCOS1(=O)=O